BrC=1C=C(C2=C(N(N=N2)[C@H](C)C2=C(C=C(C=C2)Cl)Cl)C1)C=O (R)-6-bromo-1-(1-(2,4-dichlorophenyl)ethyl)-1H-benzo[d][1,2,3]triazole-4-carboxaldehyde